ClC1=C(C(C2=C(NC(=N2)C)C1=O)=O)N[C@@H]1C(OCC1)=O (S)-6-chloro-2-methyl-5-((2-oxotetrahydrofuran-3-yl)amino)-1H-benzo[d]imidazole-4,7-dione